N1(CCCCC1)CCC(=O)N1CCN(C2=CC=CC=C12)C=1C=NC=CC1 3-(piperidin-1-yl)-1-(4-(pyridin-3-yl)-3,4-dihydroquinoxalin-1(2H)-yl)propan-1-one